C(C)(=O)C1=C(N(C(=C1C(F)(F)F)C)C1=CC=C(C#N)C=C1)C 4-(3-acetyl-2,5-dimethyl-4-(trifluoromethyl)-1H-pyrrol-1-yl)benzonitrile